FC1(CC(C1)NN1C(C=CC2=CC=C(N=C12)C(F)(F)F)=O)C ((cis)-3-fluoro-(3-methylcyclobutyl)amino)-2-oxo-7-(trifluoroMethyl)-1,2-dihydro-1,8-naphthyridine